COC=1C=C(C=CC1)C1=NN2C(=NC=3C=CC=CC3C2=N1)[C@@](N)(C)C(=O)NC 2-[2-(3-methoxyphenyl)[1,2,4]triazolo[1,5-c]quinazolin-5-yl]-N-methyl-D-alaninamide